(1S,2R)-5-bromo-2-(difluoromethoxy)-N-methyl-2,3-dihydro-1H-inden-1-amine BrC=1C=C2C[C@H]([C@H](C2=CC1)NC)OC(F)F